3-chloro-2-fluoro-5-[(4-methoxyphenyl)methoxy]pyridine ClC=1C(=NC=C(C1)OCC1=CC=C(C=C1)OC)F